C(C)(C)(CC(C)(C)C)Br tert-octyl bromide